2-[[6-methoxy-7-(3-methoxypropoxy)-3-oxazol-2-yl-4-quinolinyl]amino]benzoic acid COC=1C=C2C(=C(C=NC2=CC1OCCCOC)C=1OC=CN1)NC1=C(C(=O)O)C=CC=C1